CN1C(=NC=C1)CCC(C[N+](=O)[O-])C1=CC=CC=C1 1-(1-methyl-1H-imidazole-2-yl)-4-nitro-3-phenylbutan